FC(C1=CC=C(CN2C(=NC3=C(C2=O)CN(CC3)C(=O)OCC3=CC=CC=C3)NCCCO)C=C1)(F)F benzyl 3-(4-trifluoromethylbenzyl)-2-((3-hydroxypropyl) amino)-4-oxo-3,5,7,8-tetrahydropyrido[4,3-d]pyrimidine-6(4H)-carboxylate